4-(4,4,5,5-Tetramethyl-1,3,2-dioxaborolan-2-yl)-N-[4-(trifluoromethyl)-2-pyridyl]benzamide CC1(OB(OC1(C)C)C1=CC=C(C(=O)NC2=NC=CC(=C2)C(F)(F)F)C=C1)C